(±)-tert-butyl 5-methoxy-4-((2-(4-(methoxycarbonyl)phenyl)-4-(oxetan-3-yl)piperazin-1-yl)methyl)-7-methyl-1H-indole-1-carboxylate COC=1C(=C2C=CN(C2=C(C1)C)C(=O)OC(C)(C)C)CN1[C@@H](CN(CC1)C1COC1)C1=CC=C(C=C1)C(=O)OC |r|